C(C)N(C=1C2=C(N=CN1)N(C=C2)C[C@]2([C@@H](CN(CC2)C(=O)OC(C)(C)C)O)O)CC2CCC(CC2)C(F)(F)F |r| tert-Butyl (3RS,4RS)-4-((4-(ethyl(((1r,4R)-4-(trifluoromethyl)cyclohexyl)-methyl)amino)-7H-pyrrolo[2,3-d]pyrimidin-7-yl)methyl)-3,4-dihydroxypiperidine-1-carboxylate